CSCC1CN([C@@H]2CC3=CNC4=CC=CC([C@H]2C1)=C34)CCC 8-((methylthio)methyl)-6-propyl-ergoline